NC1=NC=2C=C(C(=CC2C2=C1C=NN2C)C(=O)N2N(C=C(C2)CF)C2=NC=CC=C2F)Cl (4-amino-7-chloro-1-methyl-1H-pyrazolo[4,3-c]quinolin-8-yl)(4-(fluoromethyl)-2-(3-fluoropyridin-2-yl)pyrazolin-1-yl)methanone